(S)-quinuclidin-3-yl((R)-5-(2-chloro-4-ethoxyphenyl)-6-fluoro-2,2-dimethyl-2,3-dihydro-1H-inden-1-yl) carbamate C(N)(O[C@@]1(C(CC2=CC(=C(C=C12)F)C1=C(C=C(C=C1)OCC)Cl)(C)C)[C@@H]1CN2CCC1CC2)=O